BrC=1C=C2C=CN(C2=CC1C)CC1=CC=C(C=C1)F 5-bromo-1-(4-fluorobenzyl)-6-methyl-1H-indole